[N-](S(=O)(=O)C(F)(F)F)S(=O)(=O)C(F)(F)F.C(C)(=O)ON1C=[N+](C=C1)C 1-acetoxy-3-methylimidazolium bis(trifluoromethanesulfonyl)imide salt